3-[2-(4-chloro-3-fluorophenoxy)acetamido]-N-[5-(difluoromethoxy)pyridin-2-yl]bicyclo[1.1.1]pentane-1-carboxamide ClC1=C(C=C(OCC(=O)NC23CC(C2)(C3)C(=O)NC3=NC=C(C=C3)OC(F)F)C=C1)F